1,5,7-triazabicyclo-[4.4.0]-decen-5-ene N12C=CCN=C2NCCC1